Cl.N1[C@@H](CCC1)C(=O)OCC (S)-ethyl pyrrolidine-2-carboxylate hydrochloride